ethyl N-acetyl-N-methylglycinate C(C)(=O)N(CC(=O)OCC)C